ClCCC=1N=CNC1 4-(2-chloroethyl)-1H-imidazole